(2-(N-(4-chloro-5-methylisoxazol-3-yl)-N-(methoxymethyl)sulfamoyl)phenyl)boronic acid ClC=1C(=NOC1C)N(S(=O)(=O)C1=C(C=CC=C1)B(O)O)COC